1-morpholinomethylpseudouridine triphosphate P(O)(=O)(OP(=O)(O)OP(=O)(O)O)OC[C@@H]1[C@H]([C@H]([C@@H](O1)C1=CN(C(=O)NC1=O)CN1CCOCC1)O)O